isopropyl (1S,4R)-4-[[3-[(5-tert-butylisoxazol-3-yl)amino]-2-methoxy-3-oxo-propanoyl]amino]cyclopent-2-ene-1-carboxylate C(C)(C)(C)C1=CC(=NO1)NC(C(C(=O)N[C@H]1C=C[C@H](C1)C(=O)OC(C)C)OC)=O